CC1C(C(CC(C1)C)C(CC1CC(=O)NC(C1)=O)O)=O 3-[2-(3,5-dimethyl-2-oxocyclohexyl)-2-hydroxyethyl]glutarimide